C1(CCCCC1)P(C1(C(=C(C=CC1)OC(C)C)C1=CC=CC=C1)OC(C)C)C1CCCCC1 2-dicyclohexylphosphino-2,6-diisopropoxy-1,1'-biphenyl